N4-[(1R)-1-benzyl-2-ethoxy-ethyl]quinoline-3,4-diamine C(C1=CC=CC=C1)[C@H](COCC)NC1=C(C=NC2=CC=CC=C12)N